(2S,4R)-1-(2-(3-acetyl-5-(2-methylpyrazolo[1,5-a]pyrimidin-6-yl)-1H-indazol-1-yl)acetyl)-4-fluoro-N-(2-fluoro-3-(trifluoromethoxy)phenyl)pyrrolidine-2-carboxamide C(C)(=O)C1=NN(C2=CC=C(C=C12)C=1C=NC=2N(C1)N=C(C2)C)CC(=O)N2[C@@H](C[C@H](C2)F)C(=O)NC2=C(C(=CC=C2)OC(F)(F)F)F